C(CCCCCC)[C@@H]1C[C@@H]2CC[C@H](C[C@H]2CC1)C1CCC(CC1)C(C)=O 1-((1R,4r)-4-((2R,4aS,6S,8aR)-6-heptyl-decahydronaphthalen-2-yl)cyclohexyl)ethan-1-one